NC(C1C(=O)N1)CCC 3-Amino-2-caprolactam